N1,N6-Diisopropyl-N1,N1,N6,N6-tetramethylhexan-1,6-diaminium C(C)(C)[N+](CCCCCC[N+](C)(C)C(C)C)(C)C